ClC1=C(C(=CC=C1)Cl)N1CC(C1)C1=CC(=C(CN2CC(C(CC2)C(=O)O)C)C(=C1)C)C (4-(1-(2,6-dichlorophenyl)azetidin-3-yl)-2,6-dimethylbenzyl)-3-methyl-piperidine-4-carboxylic acid